FC1=CC=C(C=C1)[C@]1(C[C@@H](N(CC1)C(=O)OC(C)(C)C)C)C(=O)OC 1-(tert-butyl) 4-methyl (2S,4S)-4-(4-fluorophenyl)-2-methylpiperidine-1,4-dicarboxylate